phenyl (2-tolyl) sulfide C1(=C(C=CC=C1)SC1=CC=CC=C1)C